N-(1-(3-(dimethylamino)propyl)-2,3-dimethyl-1,5,6,7,8,9-hexahydrocycloHepta[b]pyrrolo[3,2-e]pyridin-4-yl)-2,2-difluoropropanamide CN(CCCN1C(=C(C=2C(=C3C(=NC21)CCCCC3)NC(C(C)(F)F)=O)C)C)C